ClCC#CC1(CCCCC1)O 1-(3-chloropropan-1-yn-1-yl)cyclohexan-1-ol